2-chloro-4-(4-fluoro-4-(trifluoromethyl)piperidin-1-yl)-5-((1-methyl-1H-pyrazol-4-yl)ethynyl)pyridine ClC1=NC=C(C(=C1)N1CCC(CC1)(C(F)(F)F)F)C#CC=1C=NN(C1)C